Methyl-5-thioxopyrrolidine-2-carboxylic acid tert-Butyl-1-methyl-5-thioxopyrrolidine-2-carboxylate C(C)(C)(C)OC(=O)C1N(C(CC1)=S)C.CN1C(CCC1=S)C(=O)O